dimethyl 10-cyano-10-(p-tolylsulfonyl)nonadecanedioate C(#N)C(CCCCCCCCC(=O)OC)(CCCCCCCCC(=O)OC)S(=O)(=O)C1=CC=C(C=C1)C